4-[5-(hydroxymethyl)-2,4,9-trimethyl-7-oxabicyclo[3.3.1]non-2-en-8-yl]-2-methoxyphenol OCC12C(C=C(C(C(OC1)C1=CC(=C(C=C1)O)OC)C2C)C)C